7-(5-(trifluoromethyl)-1,2,4-oxadiazol-3-yl)-N-(4-(trifluoromethyl)benzyl)imidazo[1,2-a]pyridine-2-carboxamide FC(C1=NC(=NO1)C1=CC=2N(C=C1)C=C(N2)C(=O)NCC2=CC=C(C=C2)C(F)(F)F)(F)F